C(C)C=1N=C2N(C=C(C=C2)C=2C=NC(=CC2)N2CCC(CC2)C(=O)N2CCC(CC2)O)C1N(C=1SC(=C(N1)C1=CC=C(C=C1)F)C#N)C 2-((2-ethyl-6-(6-(4-(4-hydroxypiperidine-1-carbonyl)piperidin-1-yl)pyridin-3-yl)imidazo[1,2-a]pyridin-3-yl)(methyl)amino)-4-(4-fluorophenyl)thiazole-5-carbonitrile